C[C@H]1CN(CCCN1)C(=O)OC(C)(C)C tert-butyl (S)-3-methyl-1,4-diazacycloheptane-1-carboxylate